4-(3-(cyclopropyldifluoromethyl)-1-((3,3-difluorocyclobutyl)methyl)-4-methyl-1H-pyrazole-5-carboxamido)picolinamide C1(CC1)C(C1=NN(C(=C1C)C(=O)NC1=CC(=NC=C1)C(=O)N)CC1CC(C1)(F)F)(F)F